(4-(4-oxo-4-(piperidin-1-yl)butyl)-1-phenyl-1H-imidazol-2-yl)-3-(1H-pyrazol-4-yl)benzamide O=C(CCCC=1N=C(N(C1)C1=CC=CC=C1)C1=C(C(=O)N)C=CC=C1C=1C=NNC1)N1CCCCC1